5-amino-N-{4-[(3S,5R)-3-amino-5-methylpiperidin-1-yl]-7-hydroxy-6,7-dihydro-5H-cyclopenta[b]pyridin-3-yl}-2-(2,6-difluorophenyl)-1,3-thiazole-4-carboxamide NC1=C(N=C(S1)C1=C(C=CC=C1F)F)C(=O)NC=1C(=C2C(=NC1)C(CC2)O)N2C[C@H](C[C@H](C2)C)N